BrC=1C=2N(C=C(C1)C=1C=NN(C1)C[C@H]1CN(CCC1)C(=O)OC(C)(C)C)N=CC2C#N tert-butyl (3R)-3-[[4-(4-bromo-3-cyano-pyrazolo[1,5-a]pyridin-6-yl)pyrazol-1-yl]methyl]piperidine-1-carboxylate